[Cl-].[Cl-].CC1([N-]C(CCC1)(C)C)C.[Mg+2].[Li+] lithium magnesium 2,2,6,6-tetramethylpiperidin-1-ide dichloride